C12(CC3CC(CC(C1)C3)C2)CN2N=CC(=C2C)C=2C(=NC(=CC2)N2CC3=C(C=CC=C3CC2)C(NC=2SC3=C(N2)C=CC=C3)=O)C(=O)NS(=O)(=O)CCCC(=O)OCC Ethyl 4-(N-(3-(1-((1s,3s)-adamantan-1-ylmethyl)-5-methyl-1H-pyrazol-4-yl)-6-(8-(benzo[d]thiazol-2-ylcarbamoyl)-3,4-dihydroisoquinolin-2(1H)-yl)picolinoyl)sulfamoyl)butanoate